NC1=NC=C2NC=NC2=N1 (amino)purine